5-[4-amino-5-(trifluoromethyl)pyrrolo[2,1-f][1,2,4]triazin-7-yl]-N-[(3R,4S)-4-fluoro-1-(oxane-3-carbonyl)pyrrolidin-3-yl]-2-methoxypyridine-3-carboxamide NC1=NC=NN2C1=C(C=C2C=2C=C(C(=NC2)OC)C(=O)N[C@@H]2CN(C[C@@H]2F)C(=O)C2COCCC2)C(F)(F)F